N1C(=CC=C1)C(=S)[S-] Azole-carbodithioate